O1COC2=C1C=CC(=C2)COC2=NC(=CC=C2)Br 2-(benzo[d][1,3]dioxolane-5-ylmethoxy)-6-bromopyridine